methyl N-[5-[6-[4-(4-fluoro-3-methyl-phenyl)-5-(methoxymethyl)-1,2,4-triazol-3-yl]-8-methyl-imidazo[1,2-a]pyridin-3-yl]-2-pyridyl]carbamate FC1=C(C=C(C=C1)N1C(=NN=C1COC)C=1C=C(C=2N(C1)C(=CN2)C=2C=CC(=NC2)NC(OC)=O)C)C